BrC1=CC=C(C=C1)CC(C#N)C1=CC=CC=C1 3-(4-bromophenyl)-2-phenylpropionitrile